Nitro-indole [N+](=O)([O-])C=1NC2=CC=CC=C2C1